OC=1C(=C(C=C(C1)O)C)[S-] 3,5-dihydroxy-1-methylsulfidobenzene